7-chloro-8-[(4-methoxyphenyl)methoxy]-5,5-dimethyl-6H-benzo[H]quinazolin-4-amine ClC1=C(C=CC2=C1CC(C=1C(=NC=NC21)N)(C)C)OCC2=CC=C(C=C2)OC